COC(=O)C1N(C(C2C1CCC2)=O)C2=NC(=CC(=C2)C(F)(F)F)C Methyl-2-(6-methyl-4-(trifluoromethyl)pyridin-2-yl)-3-oxooctahydrocyclopenta[c]pyrrole-1-carboxylate